CC(C(N1CCN(CC1)C(NC1=NC(N(C=C1)C1=CC(=CC=C1)CC=O)=O)=O)=O)(C)NC(OC(C)(C)C)=O tert-Butyl (2-methyl-1-oxo-1-(4-((2-oxo-1-(3-(2-oxoethyl)phenyl)-1,2-dihydropyrimidin-4-yl)carbamoyl)piperazin-1-yl)propan-2-yl)carbamate